(S)-2-(1-Isopropyl-4-oxo-1,4-dihydro-5H-pyrazolo[3,4-d]pyridazin-5-yl)-N-(1-(4-(methyl-d3)-phenyl)ethyl)acetamid C(C)(C)N1N=CC2=C1C=NN(C2=O)CC(=O)N[C@@H](C)C2=CC=C(C=C2)C([2H])([2H])[2H]